FC1=C(OC2=CC3=C(N=C(N=C3)NC3CCOCC3)N(C2=O)C)C=CC(=C1)F 6-(2,4-difluorophenoxy)-8-methyl-2-(tetrahydro-2H-pyran-4-ylamino)pyrido[2,3-d]pyrimidin-7(8H)-one